BrC=1C=C(C=CC1)C=1N=C(SC1)NC=1OC=C2C=CC=CC12 ((4-(3-bromophenyl)thiazol-2-yl)amino)isobenzofuran